N[C@H]1C(N(CCC1)C)=O (R)-3-amino-1-methylpiperidin-2-one